N-[(3R)-1-methyl-3-piperidyl]-2H-pyrazolo[3,4-b]pyridin-6-amine CN1C[C@@H](CCC1)NC=1C=CC=2C(N1)=NNC2